(2S)-N-(6-(cyclopropylmethoxy)pyridazin-3-yl)-2-(3-(5-methyl-1,2,4-oxadiazol-3-yl)piperidin-1-yl)propanamide C1(CC1)COC1=CC=C(N=N1)NC([C@H](C)N1CC(CCC1)C1=NOC(=N1)C)=O